N[C@@H](CCC(=O)O)C(=O)[O-].C(CCCCCCC)(=O)O.[K+] potassium caprylate glutamate